(pentamethylcyclopentadienyl)iron CC1=C(C(=C(C1(C)[Fe])C)C)C